6-((3S,4S)-4-amino-3-methyl-2-oxa-8-azaspiro[4.5]decane-8-yl)pyridine N[C@@H]1[C@@H](OCC12CCN(CC2)C2=CC=CC=N2)C